4-(3-chloro-4-methoxy-phenyl)cyclohexane-carbaldehyde ClC=1C=C(C=CC1OC)C1CCC(CC1)C=O